2-[3,5-dimethyl-4-[2-(trifluoromethyl)-4-pyridyl]pyrazol-1-yl]-N-(3-methyl-5-pyrazin-2-yl-2-pyridyl)acetamide CC1=NN(C(=C1C1=CC(=NC=C1)C(F)(F)F)C)CC(=O)NC1=NC=C(C=C1C)C1=NC=CN=C1